2,6-dimethylhept-2,5-dienoic acid CC(C(=O)O)=CCC=C(C)C